(3-methoxy-4-nitrophenyl)acetamide COC=1C=C(C=CC1[N+](=O)[O-])CC(=O)N